2-[4-[3-(2,6-dioxo-3-piperidyl)indazol-1-yl]-1-piperidyl]acetic acid O=C1NC(CCC1C1=NN(C2=CC=CC=C12)C1CCN(CC1)CC(=O)O)=O